C1(CC1)C1=NC(=CC=C1O[C@@H]1C[C@H](CCC1)C(=O)O)C=1N=NN(C1COC(N(C)CCCF)=O)C (1S,3S)-3-((2-cyclopropyl-6-(5-((((3-fluoropropyl)(methyl)carbamoyl)oxy)methyl)-1-methyl-1H-1,2,3-triazol-4-yl)pyridin-3-yl)oxy)cyclohexanecarboxylic acid